3-Amino-N-(benzo[d]isoxazol-3-ylmethyl)-6-bromo-5-(trifluoromethyl)picolinamide NC=1C(=NC(=C(C1)C(F)(F)F)Br)C(=O)NCC1=NOC2=C1C=CC=C2